2-{[4-({[(6S)-2-amino-4-oxo-1,4,5,6,7,8-hexahydropteridin-6-yl]methyl}amino)phenyl]formamido}pentanedioic acid NC=1NC=2NC[C@@H](NC2C(N1)=O)CNC1=CC=C(C=C1)C(=O)NC(C(=O)O)CCC(=O)O